(3S,5S)-5-(2-chloropyrimidin-5-yl)tetrahydrofuran-3-yl isopropylcarbamate C(C)(C)NC(O[C@@H]1CO[C@@H](C1)C=1C=NC(=NC1)Cl)=O